FC1=C(C=CC(=C1F)C1=CC2=C(N=C(N=C2)N[C@@H]2CNC[C@H](C2)F)N(C1=O)[C@H](CF)C)NS(=O)(=O)CC1=CC=CC=C1 N-(2,3-difluoro-4-(2-(((3S,5S)-5-fluoropiperidin-3-yl)amino)-8-((S)-1-fluoropropan-2-yl)-7-oxo-7,8-dihydropyrido[2,3-d]pyrimidin-6-yl)phenyl)-1-phenylmethanesulfonamide